FC1=CC=C(C=C1)C=1N=CC=2N(C1C=1C=C3C(=CC=NC3=CC1)C)N=NN2 6-(4-fluorophenyl)-5-(4-methylquinolin-6-yl)tetrazolo[1,5-a]pyrazin